2-(1-(1-(3-isopropyl-1,2,4-oxadiazol-5-yl)piperidin-yl)ethoxy)-5-(5-(methylsulfonyl)pyridin-2-yl)thiazolo[5,4-b]pyridine C(C)(C)C1=NOC(=N1)N1C(CCCC1)C(C)OC=1SC2=NC(=CC=C2N1)C1=NC=C(C=C1)S(=O)(=O)C